8-((2S,5R)-4-(tert-butoxycarbonyl)-5-ethyl-2-methylpiperazin-1-yl)-6-chloroimidazo[1,2-b]pyridazine-2-carboxylic acid ethyl ester C(C)OC(=O)C=1N=C2N(N=C(C=C2N2[C@H](CN([C@@H](C2)CC)C(=O)OC(C)(C)C)C)Cl)C1